(2R,3R,4R,5S,6S)-3,4,5-tris(2-tetrahydropyranyloxy)-2-((2-tetrahydropyranyloxy)methyl)-6-(4-chloro-3-(4-ethoxybenzyl)phenyl)cyclohexanone O1C(CCCC1)O[C@@H]1[C@H](C([C@H]([C@@H]([C@H]1OC1OCCCC1)OC1OCCCC1)C1=CC(=C(C=C1)Cl)CC1=CC=C(C=C1)OCC)=O)COC1OCCCC1